FC(CN1N=CC2=CC=C(C=C12)COC=1C(=NC=CC1)C1CCCCN1)(F)F 6-((1-(1-(2,2,2-trifluoroethyl)-1H-indazol-6-yl)methoxy)pyridin-2-yl)piperidine